COC=1C=C2CNC(C2=CC1)=O 5-methoxy-2,3-dihydro-isoindol-1-one